FC(C(=O)O)(F)F.N1CCC(CC1)C1=CC=C2C(=NN(C2=C1)CC(F)(F)F)N1C(NC(CC1)=O)=O 1-(6-(piperidin-4-yl)-1-(2,2,2-trifluoroethyl)-1H-indazol-3-yl)dihydropyrimidine-2,4(1H,3H)-dione 2,2,2-trifluoroacetate